hexafluorochlorobutane FC(C(C(Cl)(F)F)(F)F)(C)F